C(C)OC(=O)C=1C=NC2=C(C(=C(C=C2C1Cl)Cl)Br)F 7-bromo-4,6-dichloro-8-fluoroquinoline-3-carboxylic acid ethyl ester